C(CC(=O)C)(=O)NC1=CC=C(C=C1)C#N acetoacetyl-p-cyanoaniline